4-(1-(4-fluorophenyl)-3-methyl-1H-pyrazol-5-yl)pyridine-2,3-dicarbonitrile FC1=CC=C(C=C1)N1N=C(C=C1C1=C(C(=NC=C1)C#N)C#N)C